((S)-1-(4-fluorophenyl)-3,4-dihydroisoquinolin-2(1H)-yl)((6S,7R)-6-hydroxy-1,4-oxazepan-7-yl)methanone FC1=CC=C(C=C1)[C@@H]1N(CCC2=CC=CC=C12)C(=O)[C@H]1[C@H](CNCCO1)O